BrCC1=NC=C(C(=C1C)OC)C 2-(bromomethyl)-4-methoxy-3,5-dimethylpyridine